[Cl-].[Cl-].C[Zr](C1C=CC2=C(C=CC=C12)C1=CC=CC=C1)(C1C=C(C=C1)CCCC)(=[SiH2])(=[SiH2])(C)(C)C Tetramethyldisilylene(3-butyl-cyclopentadienyl)(4-phenyl-indenyl)zirconium dichloride